chloro-N-(3-chloro-4-(4-(4-methylpiperazin-1-yl)piperidin-1-yl)phenyl)-4-(naphthalen-2-yl)pyrimidin-2-amine ClC=1C(=NC(=NC1)NC1=CC(=C(C=C1)N1CCC(CC1)N1CCN(CC1)C)Cl)C1=CC2=CC=CC=C2C=C1